C1(=CC=CC=C1)C=1C=C2C3CCCCC3NC2=C(C1)B1OC(C(O1)(C)C)(C)C 6-phenyl-8-(4,4,5,5-tetramethyl-1,3,2-dioxaborolan-2-yl)-2,3,4,4a,9,9a-hexahydro-1H-carbazole